BrC=1C(=NC=CC1)C1N(CCC1)C1=NC(=CC(=C1)C(F)(F)F)C(F)(F)F 2-[2-(3-bromopyridin-2-yl)pyrrolidin-1-yl]-4,6-bis(trifluoromethyl)pyridine